C(C=C)OCC=C.[Ti] titanium allyloxide